2,6-di-tert-butoxycarbonyl-2,6-diaza-adamantane-4,8-dione C(C)(C)(C)OC(=O)N1C2C(C3N(C(C(C1C3)=O)C2)C(=O)OC(C)(C)C)=O